3-[2-({4-[7-(aminocarbonyl)-2H-indazol-2-yl]phenyl}amino)-2-oxoethyl]azetidinium trifluoroacetate FC(C(=O)[O-])(F)F.NC(=O)C1=CC=CC2=CN(N=C12)C1=CC=C(C=C1)NC(CC1C[NH2+]C1)=O